NCCOCCOC=1C=C(C=CC1)C1C(NC(CC1)=O)=O 3-(3-(2-(2-aminoethoxy)ethoxy)phenyl)piperidine-2,6-dione